(2S,3R,5R)-3-((E)-(2-(4-((3,4-dihydroxybenzoyl)oxy)benzoyl)hydrazono)methyl)-3-methyl-7-oxo-4-thia-1-azabicyclo[3.2.0]heptane-2-carboxylic acid 4,4-dioxide OC=1C=C(C(=O)OC2=CC=C(C(=O)N\N=C\[C@]3([C@@H](N4C(C[C@H]4S3(=O)=O)=O)C(=O)O)C)C=C2)C=CC1O